NC1S\C(\C=N1)=C/C=1C=CC2=C(CCO2)C1 (Z)-2-amino-5-[(2,3-dihydrobenzofuran-5-yl)methylene]thiazol